O(C1=CC=CC=C1)CC(=O)OC methyl 2-phenoxyacetate